CS(=O)(=O)C=1C=CC(=C(C1)NC(C)=O)OCC#CC=1N(C2=CC=CC(=C2C1)NC1CCC(CC1)N(C)C)CC(F)(F)F N-(5-methanesulfonyl-2-{[3-(4-{[(1R,4R)-4-(dimethylamino)cyclohexyl]amino}-1-(2,2,2-trifluoroethyl)-1H-indol-2-yl)prop-2-yn-1-yl]oxy}phenyl)acetamide